(6-fluoro-2-((1r,4r)-4-(hydroxymethyl)cyclohexyl)-2H-indazol-5-yl)-6-(trifluoromethyl)Pyridinecarboxamide FC=1C(=CC2=CN(N=C2C1)C1CCC(CC1)CO)C=1C(=NC(=CC1)C(F)(F)F)C(=O)N